3-(N-(5-cyano-2-(thiophen-2-yl)phenyl)sulfamoyl)-4-cyclopropylbenzoic Acid C(#N)C=1C=CC(=C(C1)NS(=O)(=O)C=1C=C(C(=O)O)C=CC1C1CC1)C=1SC=CC1